(E)-3-(4-hydroxy-3-(pyridin-4-yloxy)phenyl)-N-(4-hydroxyphenylethyl)acrylamide OC1=C(C=C(C=C1)/C=C/C(=O)NCCC1=CC=C(C=C1)O)OC1=CC=NC=C1